N1=NC=C2N=C3C=CC(=CC3=C21)S(=O)(=O)Cl Pyrazolo[4,3-b]Indole-7-sulfonyl chloride